OC=1C=C(C=CC1)CCNC(=O)C1=CC2=C(N(C(=N2)NC=2SC3=C(N2)C=CC(=C3)OC(F)(F)F)C)C=C1 1-Methyl-2-(6-trifluoromethoxy-benzothiazol-2-ylamino)-1H-benzoimidazole-5-carboxylic acid [2-(3-hydroxy-phenyl)-ethyl]-amide